S1C(=NC2=C1C=CC=C2)NC2=C(C(=C(N=N2)N(C=2SC=C(N2)C(=O)O)C)C)C 2-({6-[(1,3-Benzothiazol-2-yl)amino]-4,5-dimethylpyridazin-3-yl}(methyl)amino)-1,3-thiazole-4-carboxylic acid